tert-butyl (S)-(4-(4-(2-(4-(4-chlorophenyl)-2,3,9-trimethyl-6H-thieno[3,2-f][1,2,4]triazolo[4,3-a][1,4]diazepin-6-yl)acetyl)piperazin-1-yl)-4-oxobutyl)carbamate ClC1=CC=C(C=C1)C1=N[C@H](C=2N(C3=C1C(=C(S3)C)C)C(=NN2)C)CC(=O)N2CCN(CC2)C(CCCNC(OC(C)(C)C)=O)=O